CN1C[C@@H](CCC1)NC1=NN=C(C2=CC=CC=C12)C1=C(C=C(C=C1)OC(F)(F)F)O (R)-2-(4-((1-methylpiperidin-3-yl)amino)phthalazin-1-yl)-5-(trifluoromethoxy)phenol